N,N'-dimethyl-1,2-diphenyl-1,2-ethylenediamine CNC(C(NC)C1=CC=CC=C1)C1=CC=CC=C1